3-(6-amino-1,4-difluoro-5,6,7,8-tetrahydronaphthalen-2-yl)-3,8-diazabicyclo[3.2.1]octane-8-carboxylic acid tert-butyl ester C(C)(C)(C)OC(=O)N1C2CN(CC1CC2)C2=C(C=1CCC(CC1C(=C2)F)N)F